5-(azetidin-2-ylmethoxy)-2-methyl-N-(1-(7-(2,2,2-trifluoroethoxy)quinolin-5-yl)cyclopropyl)benzamide N1C(CC1)COC=1C=CC(=C(C(=O)NC2(CC2)C2=C3C=CC=NC3=CC(=C2)OCC(F)(F)F)C1)C